N-trinitromethyl-3,5-dinitropyrazole [N+](=O)([O-])C(N1N=C(C=C1[N+](=O)[O-])[N+](=O)[O-])([N+](=O)[O-])[N+](=O)[O-]